BrC1=CC=C(C(=O)NC(C(=O)NC(CCC(=O)O)C)C)C=C1 4-[[2-[(4-Bromobenzoyl)amino]-1-oxopropyl]amino]pentanoic acid